tert-Butyl 4-[[2-amino-5-[(1-methyl-4-piperidyl)oxy]-3-pyridyl]amino]piperidine-1-carboxylate NC1=NC=C(C=C1NC1CCN(CC1)C(=O)OC(C)(C)C)OC1CCN(CC1)C